2-chloro-N-[(furan-2-yl)methyl]-7-methyl-6-[(2S)-2-(methylamino)propyl]thieno[3,2-d]pyrimidin-4-amine ClC=1N=C(C2=C(N1)C(=C(S2)C[C@H](C)NC)C)NCC=2OC=CC2